7-(6-oxa-3-azabicyclo[3.1.1]heptan-3-yl)-5-(((S)-1-(dimethylamino)propan-2-yl)oxy)-N-(quinolin-6-yl)quinazolin-4-amine C12CN(CC(O1)C2)C2=CC(=C1C(=NC=NC1=C2)NC=2C=C1C=CC=NC1=CC2)O[C@H](CN(C)C)C